8-chloroisoquinolin-3(2H)-one ClC1=CC=CC2=CC(NC=C12)=O